7-ethoxy-6-methoxy-1-(4-(5-methoxy-1H-indol-3-yl)cyclohexyl)-3,4-dihydroisoquinoline-2(1H)-formaldehyde C(C)OC1=C(C=C2CCN(C(C2=C1)C1CCC(CC1)C1=CNC2=CC=C(C=C12)OC)C=O)OC